p-nitrophenyl 2,3,4,6-tetra-O-acetyl-β-D-glucopyranosyl carbonate C(OC1=CC=C(C=C1)[N+](=O)[O-])(O[C@H]1[C@H](OC(C)=O)[C@@H](OC(C)=O)[C@H](OC(C)=O)[C@H](O1)COC(C)=O)=O